1-(2,4-Dimethoxybenzyl)-5-oxopyrrolidine-3-carboxylic acid COC1=C(CN2CC(CC2=O)C(=O)O)C=CC(=C1)OC